ClC=1C=C(C=CC1)[C@H]1[C@@H](C1)C(=O)NC1=NC=CC(=C1)NCC=1N=C2N(C=C(C=C2)C2CC2)C1 (1R,2R)-2-(3-chlorophenyl)-N-(4-(((6-cyclopropylimidazo[1,2-a]pyridin-2-yl)methyl)amino)pyridin-2-yl)cyclopropane-1-carboxamide